ClCCCCCCOC1=CC=C(C=C1)I 1-(6-chlorohexyloxy)-4-iodobenzene